COC=1C=C2CCN(CC2=CC1OC)CCCN 6,7-dimethoxy-1,2,3,4-tetrahydroisoquinoline-2-propylamine